C(#N)[C@H](C[C@H]1C(NCCC1)=O)NC(=O)[C@H]1N(C[C@@H]2[C@H]1CCC2)C(=O)C2(C1=CC=CC=C1C=1C=CC=CC21)O (1S,3aS,6aR)-N-((S)-1-cyano-2-((S)-2-oxopiperidin-3-yl)ethyl)-2-(9-hydroxy-9H-fluorene-9-carbonyl)octahydrocyclopenta[c]pyrrole-1-carboxamide